6-(3-((3'-(5-(2-hydroxyethyl)-4,5,6,7-tetrahydrothiazolo[5,4-c]pyridin-2-yl)-2,2'-dimethyl-[1,1'-biphenyl]-3-yl)oxy)propyl)-6-aza-spiro[2.5]octane-1-carbonitrile OCCN1CC2=C(CC1)N=C(S2)C=2C(=C(C=CC2)C2=C(C(=CC=C2)OCCCN2CCC1(CC1C#N)CC2)C)C